[Si](C)(C)(C(C)(C)C)OC[C@@H](COCCCCCCCCCCCCCC)O (R)-1-((Tert-butyldimethylsilyl)oxy)-3-(tetradecyloxy)propan-2-ol